{4-[3-(Benzyloxy)-2-hydroxypropyl]piperazin-1-yl}-3-(3-fluorophenyl)butan-2-ol C(C1=CC=CC=C1)OCC(CN1CCN(CC1)CC(C(C)C1=CC(=CC=C1)F)O)O